ClC1=C2C(NC(C2=C(C(=C1Cl)Cl)Cl)=O)=NC1=CC=C(C=C1)N=C1NC(C2=C(C(=C(C(=C12)Cl)Cl)Cl)Cl)=O 4,5,6,7-tetrachloro-3-[[4-[(1-oxo-4,5,6,7-tetrachloro-2H-isoindol-3-ylidene)amino]phenyl]imino]-2H-isoindol-1(3H)-one